triacetoxyammonia C(C)(=O)ON(OC(C)=O)OC(C)=O